2,2'-(1,4-phenylene)bis(3-(4-aminophenyl)acrylonitrile) C1(=CC=C(C=C1)C(C#N)=CC1=CC=C(C=C1)N)C(C#N)=CC1=CC=C(C=C1)N